FC1=CC=C(C=C1)N1N=C(C2=CC=CC=C2C1=O)C=1C=C(C=CC1)C(CC)S(=O)(=O)NC (3-(3-(4-fluorophenyl)-4-oxo-3,4-dihydro-phthalazin-1-yl)phenyl)-N-methylpropan-1-sulfonamide